Ethyl 2-(trans-4-(((trans-4-(3-cyano-4-methoxyphenyl)cyclohexyl)methyl)(4-(1-isopropyl-1H-pyrazol-4-yl)pyridin-2-yl)carbamoyl)cyclohexyl)-acetate C(#N)C=1C=C(C=CC1OC)[C@@H]1CC[C@H](CC1)CN(C(=O)[C@@H]1CC[C@H](CC1)CC(=O)OCC)C1=NC=CC(=C1)C=1C=NN(C1)C(C)C